1-((methylsulfinyl)methyl)-1H-imidazole-2-carboxylic acid CS(=O)CN1C(=NC=C1)C(=O)O